cis-5-chloro-N-(1-methyl-1H-pyrazol-4-yl)-4-(3a-methyl-hexahydropyrrolo[3,4-c]pyrrol-2(1H)-yl)pyrimidin-2-amine hydrochloride Cl.ClC=1C(=NC(=NC1)NC=1C=NN(C1)C)N1C[C@@H]2CNC[C@@]2(C1)C